N-(4,4-difluoropyrrolidin-3-yl)-2-methyl-5-[(4-methyl-1,3-thiazol-5-yl)methoxy]furo[2,3-c]pyridine-3-carboxamide FC1(C(CNC1)NC(=O)C1=C(OC2=CN=C(C=C21)OCC2=C(N=CS2)C)C)F